CC1(CC1)NS(=O)(=O)C=1C=C(C=2N(C1)C(=NC2)C=2OC(=NN2)C)F N-(1-methylcyclopropyl)-8-fluoro-3-(5-methyl-1,3,4-oxadiazol-2-yl)imidazo[1,5-a]pyridine-6-sulfonamide